NC1=NC=2C=CC(=CC2C=2N1C(=NC2)C)C(=O)N(CC2=NC=C(C=C2)C(F)(F)F)[C@H](C)C2=NC=CC=N2 (R)-5-amino-3-methyl-N-(1-(pyrimidin-2-yl)ethyl)-N-((5-(trifluoromethyl)pyridin-2-yl)methyl)imidazo[1,5-c]quinazoline-9-carboxamide